(S)-2-(1-propenoyl-4-(2-((1-aminocyclopentyl)methoxy)-7-(5,6-dimethyl-1H-indazol-4-yl)-5,6,7,8-tetrahydropyrido[3,4-d]pyrimidin-4-yl)piperazin-2-yl)acetonitrile C(C=C)(=O)N1[C@H](CN(CC1)C=1C2=C(N=C(N1)OCC1(CCCC1)N)CN(CC2)C2=C1C=NNC1=CC(=C2C)C)CC#N